(tetrahydro-pyran-4-yl)-3-trimethylsilanyl-prop-2-yn-1-ol O1CCC(CC1)C(C#C[Si](C)(C)C)O